(±)-trans-methyl 5-(4-(3-methyl-4-(((tetrahydro-2H-pyran-2-yl)oxy)methyl)isoxazol-5-yl) phenoxy)tetrahydro-2H-pyran-3-carboxylate CC1=NOC(=C1CO[C@H]1OCCCC1)C1=CC=C(O[C@H]2C[C@@H](COC2)C(=O)OC)C=C1 |&1:8|